BrC=1C(=C(C2=C(N(C(=N2)N(C)C)CC2=CC=C(C=C2)OC)C1)C#N)C(=O)C1=C(C=CC(=C1)F)Cl bromo-5-[(2-chloro-5-fluorophenyl)carbonyl]-2-(dimethylamino)-1-[(4-methoxyphenyl)methyl]benzo[d]imidazole-4-carbonitrile